C(C)(C)(C)OC(=O)N1CC2(CC2C1)C(NC=1C(=CC=2N=CN=C(C2N1)C=1C(=NN(C1)C)C1=C(C=C(C=C1)F)F)OC)=O 1-((4-(3-(2,4-difluorophenyl)-1-methyl-1H-pyrazol-4-yl)-7-methoxypyrido[3,2-d]pyrimidin-6-yl)carbamoyl)-3-azabicyclo[3.1.0]hexane-3-carboxylic acid tert-butyl ester